(4-chloro-2-((1-(methylsulfonyl)piperidin-4-yl)amino)pyrimidin-5-yl)cyclopropane-1-carboxylic acid ethyl ester C(C)OC(=O)C1(CC1)C=1C(=NC(=NC1)NC1CCN(CC1)S(=O)(=O)C)Cl